O1C[C@H](CC1)OC1=CC=C2C=NC=NC2=C1 7-((S)-tetrahydro-furan-3-yloxy)-quinazoline